[SiH4].[NH4+] Ammonium silan